IC1=NN(C2=NC=NC(=C21)N)C2CCC1(OCCO1)CC2 3-iodo-1-(1,4-dioxaspiro[4.5]decan-8-yl)1H-pyrazolo[3,4-d]pyrimidin-4-amine